(S)-1-Methyl-N'-((3-methyl-2-(trifluoromethyl)-6,7-dihydro-5H-cyclopenta[b]pyridin-4-yl)carbamoyl)-1H-pyrazole-3-sulfonimidamide CN1N=C(C=C1)[S@](=O)(N)=NC(NC1=C2C(=NC(=C1C)C(F)(F)F)CCC2)=O